N=1C=NN2C1C=NC(=C2)OCC21CC(C2)(C1)C(=O)N1N=CCC1C1=CC(=CC(=C1)F)F (3-(([1,2,4]triazolo[1,5-a]pyrazin-6-yloxy)methyl)bicyclo[1.1.1]pentan-1-yl)(5-(3,5-difluorophenyl)-4,5-dihydro-1H-pyrazol-1-yl)methanone